C(#N)CCC(C1=CC=CC=C1)NC(=O)[C@H]1N(C[C@@H](C1)O)C([C@H](C(C)(C)C)N1N=NC(=C1)C1CC1)=O (2S,4r)-N-(3-cyano-1-phenyl-propyl)-1-[(2S)-2-(4-cyclopropyltriazol-1-yl)-3,3-dimethyl-butyryl]-4-hydroxy-pyrrolidine-2-carboxamide